ClC=1C(=CC(=NC1)OC)C1=CC(=NN1)C(=O)N1CCC(CC1)C(=O)NC1CCN(CC1)C1=CC=CC=C1 (5-(5-chloro-2-methoxypyridin-4-yl)-1H-pyrazole-3-carbonyl)-N-(1-phenylpiperidin-4-yl)piperidine-4-carboxamide